Cl.N[C@H]1CN(CCC1)C(=O)C1=CC2=C(N(C(=N2)C=2N(C3=CC(=CC=C3C2)OC)CC2CC2)C)C=C1 (R)-(3-aminopiperidin-1-yl)(2-(1-(cyclopropylmethyl)-6-methoxy-1H-indol-2-yl)-1-methyl-1H-benzo[d]imidazol-5-yl)methanone, hydrochloride salt